C(C)(C)NC(=O)NC(C(F)(F)F)([C@]1(CN(CC1)C(C)(C)C=1C=NC(=CC1)C)CCC=1SC(=CC1)F)F |o1:12| 1-isopropyl-3-(1,2,2,2-tetrafluoro-1-((R or S)-3-(2-(5-fluorothiophen-2-yl)ethyl)-1-(2-(6-methylpyridin-3-yl)propan-2-yl)pyrrolidin-3-yl)ethyl)urea